COC(=O)C1CC(=NN1C1=CC(=C(C=C1)F)Cl)C1=CC=C(C=C1)Cl 1-(3-chloro-4-fluorophenyl)-3-(4-chlorophenyl)-4,5-dihydro-1H-pyrazole-5-carboxylic acid methyl ester